C(#N)C=1C=C(C=CC1)C1=CC=CC(=N1)C(=O)NC=1C=NN(C1)CC1CCC1 6-(3-cyanophenyl)-N-[1-(cyclobutylmethyl)-1H-pyrazol-4-yl]pyridine-2-carboxamide